octyl-phosphonous acid C(CCCCCCC)P(O)O